ClC1=NC(=CC(=C1[N+](=O)[O-])N)C 2-chloro-6-methyl-3-nitropyridine-4-amine